(4-methylphenyl)benzanilide CC1=CC=C(C=C1)C1=C(C(=O)NC2=CC=CC=C2)C=CC=C1